3,6-dimethyldibenzothiophene CC=1C=CC2=C(SC3=C2C=CC=C3C)C1